COC1=CC=C(COC(C=O)C)C=C1 ((4-methoxybenzyl)oxy)propanal